NC1=C(C(=O)NCC2OCCC2)C=CC=C1 2-amino-N-((tetrahydrofuran-2-yl)methyl)benzamide